C(C)(C)(C)[C@H]1N2C(C=3N(N=C4C(=CC=CC34)OCCCCCCCC(=O)OC(C)C)C1)=CC(C(=C2)C(=O)O)=O (R)-6-(tert-butyl)-10-((8-isopropoxy-8-oxooctyl)oxy)-2-oxo-6,7-dihydro-2H-pyrido[2',1':3,4]pyrazino[1,2-b]indazole-3-carboxylic Acid